C(C)(C)(C)[S@@](=O)N[C@@H]1C2=CC(=CC=C2CC12CCN(CC2)C(=O)OC(C)(C)C)C#CC(=O)N(C)CCOC tert-butyl (S)-1-(((R)-tert-butylsulfinyl) amino)-6-(3-((2-methoxyethyl) (methyl) amino)-3-oxoprop-1-yn-1-yl)-1,3-dihydrospiro[indene-2,4'-piperidine]-1'-carboxylate